C(C)OP(=O)(O)O.C(CCC)C1=CC=CC=2C3=CC=CC=C3NC12 butyl-carbazole ethyl-phosphate